IC1=CC2=C(C(NC2)=O)N1 2-iodo-1H,4H,5H,6H-pyrrolo[2,3-c]pyrrol-6-one